(S)-3-(2',5'-dimethylbiphenyl-3-yl)-3-(3-(4-hydroxy-1,5-dimethyl-2-oxo-1,2-dihydropyridin-3-yl)ureido)propionic acid CC1=C(C=C(C=C1)C)C1=CC(=CC=C1)[C@H](CC(=O)O)NC(=O)NC=1C(N(C=C(C1O)C)C)=O